4-chloro-N-(2,2,2-trifluoroethyl)pyridin-2-amine ClC1=CC(=NC=C1)NCC(F)(F)F